tert-butyl (2S,6S)-2-formyl-6-propylpiperidine-1-carboxylate C(=O)[C@H]1N([C@H](CCC1)CCC)C(=O)OC(C)(C)C